C1(=CC=CS1)CN(C(=O)OC=1C=CC=NC1)CC1=CC=CS1 5-[bis(thenyl)aminocarbonyloxy]pyridine